FC(OC[C@H]1N(C[C@H](C1)OC1=CC=C(C=C1)N1N=CC(=C1)C)C1=CC=C(C(=O)O)C=C1)F 4-((2S,4S)-2-((difluoromethoxy)methyl)-4-(4-(4-methyl-1H-pyrazol-1-yl)phenoxy)pyrrolidin-1-yl)benzoic acid